NC=1CC(=CC2=C(N1)C=C(C=C2F)C2(CC2)C(NC=2C=NC=1CCNCC1C2)=O)C(=O)N(CCO)CCO 2-amino-6-fluoro-N,N-bis(2-hydroxyethyl)-8-(1-((5,6,7,8-tetrahydro-1,6-naphthyridin-3-yl)carbamoyl)cyclopropyl)-3H-benzo[b]azepine-4-carboxamide